C(CCC)C(C(=O)O)(CCCCCCCC(=O)O)CCCC.C(CCCCCCCCC(=O)OCCCC)(=O)OCCCC Dibutyl sebacate (Dibutyl decanedioate)